CS(=O)(=O)C=1C=NC=C(C(=O)NCC2=NC=C3C=CC(=NC3=C2)C2=NC(=CC=C2)N2CCC(CC2)NC[C@@H]2OCCC2)C1 |r| (Racemic)-5-(methylsulfonyl)-N-((2-(6-(4-(((tetrahydrofuran-2-yl)methyl)amino)piperidin-1-yl)pyridin-2-yl)-1,6-naphthyridin-7-yl)methyl)nicotinamide